Cl.C(C)(C)(C)OC([C@@H](N)CCC(=O)OC(C)(C)C)=O L-glutamic acid di-tert-butyl ester HCl salt